3-[2-chloro-7-[3-(methoxymethoxy)-1-naphthyl]-8-methyl-quinazolin-4-yl]-3,8-diazabicyclo[3.2.1]Octane-8-carboxylic acid tert-butyl ester C(C)(C)(C)OC(=O)N1C2CN(CC1CC2)C2=NC(=NC1=C(C(=CC=C21)C2=CC(=CC1=CC=CC=C21)OCOC)C)Cl